3-ethyl-1-(trans-4-((4-(5-(methanesulfonyl)pyridin-3-yl)-5-(trifluoromethyl)pyrimidin-2-yl)amino)cyclohexyl)-1-(5-(2-methoxypyrimidin-5-yl)pyrazin-2-yl)urea C(C)NC(N(C1=NC=C(N=C1)C=1C=NC(=NC1)OC)[C@@H]1CC[C@H](CC1)NC1=NC=C(C(=N1)C=1C=NC=C(C1)S(=O)(=O)C)C(F)(F)F)=O